Trans-1,3,3,3-tetrafluoroprop-1-ene F\C=C\C(F)(F)F